1-(2-chlorovinyl)naphthalene ClC=CC1=CC=CC2=CC=CC=C12